C(CCCCC)(=O)OCCCCCCCCCCCC dodecanyl hexanoate